5-(4,4-difluoro-1-piperidyl)-3-methyl-sulfanyl-1,2,4-triazine FC1(CCN(CC1)C=1N=C(N=NC1S)C)F